BrC=1C=C2C=NN(CC2=CC1)CC1=CC=C(C=C1)OC 6-bromo-2-(4-methoxybenzyl)phthalazin